1-chloro-3-fluoro-4-nitro-2-(trifluoromethyl)benzene ClC1=C(C(=C(C=C1)[N+](=O)[O-])F)C(F)(F)F